COCCO[C@@H](C=O)[C@H](O)[C@H](O)CO 2-O-methoxyethyl-ribose